(1R,3S,5R)-2-(2-(4-amino-8-methyl-9H-pyrido[2',3':4,5]pyrrolo[2,3-d]pyrimidin-9-yl)acetyl)-N-(6-bromopyridin-2-yl)-5-methyl-2-azabicyclo[3.1.0]hexane-3-carboxamide NC=1C2=C(N=CN1)N(C1=C2N=CC=C1C)CC(=O)N1[C@@H]2C[C@@]2(C[C@H]1C(=O)NC1=NC(=CC=C1)Br)C